(4-((1-methyl-1H-pyrazol-4-yl)amino)-2-(methylthio)pyrimidin-5-yl)methanol CN1N=CC(=C1)NC1=NC(=NC=C1CO)SC